NC1=C(C=C(C=C1)C=1CCN(CC1)C(=O)OC(C)(C)C)F tert-butyl 4-(4-amino-3-fluoro-phenyl)-3,6-dihydro-2H-pyridine-1-carboxylate